trans-Methyl 4-((4-(1-cyclopropyl-1H-pyrazol-4-yl)pyridin-2-yl)((trans-4-(4-methoxy-3-methylphenyl)cyclohexyl)methyl) carbamoyl)cyclohexanecarboxylate C1(CC1)N1N=CC(=C1)C1=CC(=NC=C1)N(C(=O)[C@@H]1CC[C@H](CC1)C(=O)OC)C[C@@H]1CC[C@H](CC1)C1=CC(=C(C=C1)OC)C